3-{1-ethyl-4-[(4-methylpiperazin-1-yl)methyl]-1H-indol-2-yl}prop-2-yn C(C)N1C(=CC2=C(C=CC=C12)CN1CCN(CC1)C)C#CC